(R)-3-(3-chloro-4-fluorophenyl)-1-(1-(6,7-difluoro-1-oxo-1,2-dihydroisoquinolin-4-yl)ethyl)-1-(methyl-d3)urea ClC=1C=C(C=CC1F)NC(N(C([2H])([2H])[2H])[C@H](C)C1=CNC(C2=CC(=C(C=C12)F)F)=O)=O